FC(C1=CSC2=C1CC[C@H](C2)NC(OCC2=CC=CC=C2)=O)(F)F |r| Racemic-benzyl N-[3-(trifluoromethyl)-4,5,6,7-tetrahydrobenzothiophen-6-yl]carbamate